BrC1=CC(=C(C=C1)NC(=S)NC(=O)C12CC3CC(CC(C1)C3)C2)C N-((4-bromo-2-methylphenyl)carbamothioyl)adamantane-1-carboxamide